N-iso-Pentyl-4-(4-isopropylpiperazin-1-yl)-1H-benzo[d]imidazole-1-carboxamide C(CC(C)C)NC(=O)N1C=NC2=C1C=CC=C2N2CCN(CC2)C(C)C